O[C@@H]1CC(C[C@@H]1O)C(=O)O (3R,4S)-3,4-dihydroxycyclopentane-1-carboxylic acid